CCCCCCCCCCCC(=O)NCCC[N+](C)(C)CC(=O)O lauramidopropylbetaine